(2,3-difluorobenzoyl)-4'-(3,4-dihydroxyphenyl)-1'-methylspiro[indoline-3,2'-pyrrolidin]-2-one FC1=C(C(=O)C2C3(N(CC2C2=CC(=C(C=C2)O)O)C)C(NC2=CC=CC=C23)=O)C=CC=C1F